3-[5-bromo-2-(8-chloro-4-oxo-chromen-2-yl)-4-methoxy-phenoxy]cyclobutane-carboxylic acid BrC=1C(=CC(=C(OC2CC(C2)C(=O)O)C1)C=1OC2=C(C=CC=C2C(C1)=O)Cl)OC